ClC=1C=C(C=CC1)[C@@H]1OCC(N([C@@H]1C1=CC=C(C=C1)Cl)[C@@H](C(=O)OCC)CCC)=O (R)-ethyl 2-((2S,3R)-2-(3-chlorophenyl)-3-(4-chlorophenyl)-5-oxomorpholino)pentanoate